3-(8-((4-((3,5-dimethylpiperidin-1-yl)methyl)benzyl)amino)-2-methyl-4-oxoquinazolin-3(4H)-yl)piperidine-2,6-dione CC1CN(CC(C1)C)CC1=CC=C(CNC=2C=CC=C3C(N(C(=NC23)C)C2C(NC(CC2)=O)=O)=O)C=C1